OCCN(CCC(C(=O)O)NC1=NC=NC2=CC=CC=C12)CCCCC1=NC=2NCCCC2C=C1 4-((2-hydroxyethyl)(4-(5,6,7,8-tetrahydro-1,8-naphthyridin-2-yl)butyl)amino)-2-(quinazolin-4-ylamino)butyric acid